N1=C(C=CC=C1)SCC(=O)C1=CC2=C(NC(CCC2)=O)C=C1 7-(2-(pyridin-2-ylsulfanyl)acetyl)-1,3,4,5-tetrahydro-2H-benzo[b]azepin-2-one